5-(tert-Butyldimethylsilyloxy)-1H-indole-1-carboxylic acid tert-butyl ester C(C)(C)(C)OC(=O)N1C=CC2=CC(=CC=C12)O[Si](C)(C)C(C)(C)C